O1C=CC2=C1C(=CC=C2)NC(CCl)=O N-(benzofuran-7-yl)-2-chloroacetamide